C(C=C)[C@H]1[C@H](N(C[C@@H]1NCC1=CC=CC=C1)C(=O)OC(C)(C)C)C(=O)OC 1-(tert-butyl) 2-methyl (2S,3R,4R)-3-allyl-4-(benzylamino)pyrrolidine-1,2-dicarboxylate